COC=1C(=NC=CC1)C1=NC=CC=C1OC 3,3'-dimethoxy-2,2'-bipyridine